C(C)C1(CCC2(CNC2)CC1)OC1=NC=C(C=C1)C(F)(F)F 7-Ethyl-7-((5-(trifluoromethyl)pyridin-2-yl)oxy)-2-azaspiro[3.5]nonan